methyl 4-(benzylamino)-2-(4-(tert-butyl)phenyl)quinoline-7-carboxylate C(C1=CC=CC=C1)NC1=CC(=NC2=CC(=CC=C12)C(=O)OC)C1=CC=C(C=C1)C(C)(C)C